5-(2-methylpyridin-4-yl)-N-(4-(4-(methyl-sulfonyl)piperazin-1-yl)pyridin-2-yl)thiazolo-[5,4-b]pyridin-2-amine CC1=NC=CC(=C1)C1=CC=C2C(=N1)SC(=N2)NC2=NC=CC(=C2)N2CCN(CC2)S(=O)(=O)C